carbazone NNC(=O)N=N